[Br-].C(C)N1CN(C=C1)C=C 3-ethyl-1-vinylimidazole bromide